tert-butyl (3aR,5r,6aS)-5-((((1R,3R,5S)-3-(5-(Oxetan-3-yl)isoxazole-3-carboxamido)-8-azabicyclo[3.2.1]octan-8-yl)sulfonyl)methyl)hexahydrocyclopenta[c]pyrrole-2(1H)-carboxylate O1CC(C1)C1=CC(=NO1)C(=O)NC1C[C@H]2CC[C@@H](C1)N2S(=O)(=O)CC2C[C@@H]1[C@@H](CN(C1)C(=O)OC(C)(C)C)C2